FC(C1(CCC1)N1C=C(C(=CC1=O)O)C(=O)OC)F methyl 1-(1-(difluoromethyl)cyclobutyl)-4-hydroxy-6-oxo-1,6-dihydropyridine-3-carboxylate